3-(3-(1,1,1-TRIFLUORO-2-METHYLPROPAN-2-YL)ISOXAZOL-5-YL)UREA FC(C(C)(C)C1=NOC(=C1)NC(N)=O)(F)F